CC(C)(C#CC(C)(OOC(C)(C)C)C)OOC(C)(C)C 2,5-Dimethyl-2,5-bis(t-butylperoxy)hexyne